C(CCCCC(C)C)N1C2=CC=CC=C2C=2C=C(C=CC12)Br N-isooctyl-3-bromocarbazole